tert-butyl N-[(1S)-2-[(E)-dimethylaminomethyleneamino]-1-methyl-2-oxo-ethyl]-N-methyl-carbamate CN(C)\C=N\C([C@H](C)N(C(OC(C)(C)C)=O)C)=O